COC(=O)C1(CC1)C1=NC=NC(=C1)C 1-(6-methyl-pyrimidin-4-yl)-cyclopropanecarboxylic acid methyl ester